C(C)(C)(C)OC(=O)N1C[C@@H](CCC1)N1C(NC2=C1C=C(C(=C2)F)Br)=O (R)-3-(6-bromo-5-fluoro-2-oxo-2,3-dihydro-1H-benzo[d]imidazol-1-yl)piperidine-1-carboxylic acid tert-butyl ester